COC1=CC=C(C=C1)C1C(C(=O)OC(C(O)C)=O)O1 lactoyl 2,3-epoxy-3-(4-methoxyphenyl)-propionate